O=C1NC(CCC1N1C(C2=C3C(C(=CC=C13)C(C=1C=NN(C1)C1CCN(CC1)C(=O)OC(C)(C)C)(F)F)=CC=C2)=O)=O tert-Butyl 4-(4-((1-(2,6-Dioxopiperidin-3-yl)-2-oxo-1,2-dihydrobenzo[cd]indol-6-yl)difluoromethyl)-1H-pyrazol-1-yl)piperidine-1-carboxylate